FC(C1=CC=C(C=C1)CC(=O)O)(F)F 4-(trifluoromethyl)phenylacetic acid